CC1CNCC(C1C1=C2CN(CC2=C(C=C1F)F)C1C(NC(CC1)=O)=O)C 4-(3,5-Dimethylpiperidin-4-yl)-2-(2,6-dioxopiperidin-3-yl)-5,7-difluoroisoindoline